OCCOC1=CC=C(C)C=C1 4-(2-hydroxyethoxy)toluene